S(=O)(=O)([O-])[O-].[Mn+2].C(CC[C@@H](C(=O)O)NC(=O)C1=CC=C(NCC2=CN=C3N=C(N)NC(=O)C3=N2)C=C1)(=O)O Folic acid Manganese sulfate